ClC=1C(=C(C=CC1)NC=1C(=CN2C1C(N(C1(C2)CCC1)CC1=CC=C(C=C1)OC)=O)C1=NC=NC=C1)C 8'-((3-chloro-2-methylphenyl)amino)-2'-(4-methoxybenzyl)-7'-(pyrimidin-4-yl)-4'H-spiro[cyclobutane-1,3'-pyrrolo[1,2-a]pyrazin]-1'(2'H)-one